4-(3-(4-Aminopiperidin-1-yl)-7-(2-fluoro-6-(trifluoromethyl)phenyl)isoquinolin-1-yl)-2-fluorobenzonitrile NC1CCN(CC1)C=1N=C(C2=CC(=CC=C2C1)C1=C(C=CC=C1C(F)(F)F)F)C1=CC(=C(C#N)C=C1)F